isobutyl-bis(hydroxypropyl)phosphine oxide C(C(C)C)P(CCCO)(CCCO)=O